4-(3-fluoro-4-methyl-phenyl)-2,5-dimethyl-pyrimidine FC=1C=C(C=CC1C)C1=NC(=NC=C1C)C